tert-butyl (3S,4S)-3-[[3-cyano-5-fluoro-6-[7-methoxy-6-(3-methyloxetan-3-yl)imidazo[1,2-b]pyridazin-3-yl]-2-pyridyl]amino]-4-fluoro-piperidine-1-carboxylate C(#N)C=1C(=NC(=C(C1)F)C1=CN=C2N1N=C(C(=C2)OC)C2(COC2)C)N[C@H]2CN(CC[C@@H]2F)C(=O)OC(C)(C)C